BrC=1C=NC=CC1NC1=CC2=C(N(C(N2CCC(C)(C)O)=O)C)C=C1 5-((3-Bromopyridin-4-yl)amino)-3-(3-hydroxy-3-methylbutyl)-1-methyl-1,3-dihydro-2H-benzo[d]imidazol-2-on